CC1=CC=C(C=C1)NN p-tolylhydrazine